5-[1-(6-methoxy-2-pyridinyl)-3-(trifluoromethyl)pyrazol-4-yl]-1-methyl-imidazole-2-carboxamide COC1=CC=CC(=N1)N1N=C(C(=C1)C1=CN=C(N1C)C(=O)N)C(F)(F)F